3-(phenylvinyl)-L-alanine C1(=CC=CC=C1)C=CC[C@H](N)C(=O)O